NCC(=O)N[C@@H](CC1=C(NC=N1)C)C(=O)N[C@@H](CC1=CC=CC=C1)C(=O)O glycyl-(5-methyl)histidyl-phenylalanine